4-((3-fluoro-6-methyl-5,6-dihydrobenzo[h][1,6]naphthyridin-7-yl-5,5-d2)amino)-N-(methyl-d3)pyridazine-3-carboxamide FC=1C=NC=2C3=C(N(C(C2C1)([2H])[2H])C)C(=CC=C3)NC3=C(N=NC=C3)C(=O)NC([2H])([2H])[2H]